4-isopropyl-nicotinonitrile C(C)(C)C1=CC=NC=C1C#N